(R)-(4-(4-methylpyrazolo[1,5-a]pyridin-2-yl)-6,7-dihydro-1H-imidazo[4,5-c]pyridin-5(4H)-yl)(5-(2-methylpyridin-3-yl)-1,3,4-oxadiazol-2-yl)methanone CC=1C=2N(C=CC1)N=C(C2)[C@@H]2N(CCC1=C2N=CN1)C(=O)C=1OC(=NN1)C=1C(=NC=CC1)C